ClC1=C2COC(C2=CC=C1)CN(C(OC(C)(C)C)=O)C tert-butyl ((4-chloro-1,3-dihydroisobenzofuran-1-yl)methyl)(methyl)carbamate